N-(5-(chloromethyl-d2)-4-fluorothiazol-2-yl)acetamide ClC(C1=C(N=C(S1)NC(C)=O)F)([2H])[2H]